CN(C1=C(C=C2C3(C(NC2=C1)=O)CC3)F)C 6'-(dimethylamino)-5'-fluorospiro[cyclopropane-1,3'-indoline]-2'-one